N-(Hexane-3-yl)decane-1,10-diamine CCC(CCC)NCCCCCCCCCCN